FC1(CN(CCC1)C1=NC(=CN=C1)C=1SC=NN1)COC1=NC(=CC=C1)C(F)(F)F 2-[3-fluoro-3-({[6-(trifluoromethyl)pyridin-2-yl]oxy}methyl)piperidin-1-yl]-6-(1,3,4-thiadiazol-2-yl)pyrazine